Pyrazin-6(2H)-one N1CCN=CC1=O